O=C1NC(CCC1N1C(C2=CC(=C(C=C2C1=O)F)N1CCC(CC1)CO)=O)=O 2-(2,6-dioxopiperidin-3-yl)-5-fluoro-6-(4-(hydroxymethyl)piperidin-1-yl)isoindoline-1,3-dione